4-(1H-indol-3-yl)butan-2-one N1C=C(C2=CC=CC=C12)CCC(C)=O